2-((13-(thiophen-2-yl)tridecyl)thio)ethyl hydrogen ((((R)-1-(6-amino-9H-purin-9-yl)propan-2-yl)oxy)methyl)phosphonate NC1=C2N=CN(C2=NC=N1)C[C@@H](C)OCP(OCCSCCCCCCCCCCCCCC=1SC=CC1)(O)=O